1-methyl-pyrazolo[1,5-a]pyrimidin-7-one CN1C=CC=2N1C(C=CN2)=O